O1CC(C1)OC1=NNC=C1 3-(oxetan-3-yloxy)-1H-pyrazole